COC1=CC=C(C=C1)N(C1=CC=C(C=C1)B(O)O)C1=CC=C(C=C1)OC [4-[bis(4-methoxyphenyl)amino]phenyl]boronic acid